titanium copper (i) methyl (S)-2-((S)-2-((((3-chlorobenzyl)oxy)carbonyl)amino)-3-cyclohexylpropanamido)-5-oxo-5-(1,2,4,5-tetrahydro-3H-benzo[d]azepin-3-yl)pentanoate ClC=1C=C(COC(=O)N[C@H](C(=O)N[C@H](C(=O)OC)CCC(N2CCC3=C(CC2)C=CC=C3)=O)CC3CCCCC3)C=CC1.[Cu+].[Ti+4]